CC=1SC(=CN1)C(=O)NCCCC1=CC=C(C=C1)C=1C=C2CC(NC2=CC1)=O 2-methyl-N-(3-(4-(2-oxoindolin-5-yl)phenyl)propyl)thiazole-5-carboxamide